C(C)OC(=O)C1=C2N(N(C1=O)C1=CC=CC=C1)CCC2 2-oxo-1-phenyl-2,4,5,6-tetrahydro-1H-pyrrolo[1,2-b]pyrazole-3-carboxylic acid ethyl ester